FC1=C(C(=CC(=C1)F)F)CN 2,4,6-trifluoro-benzenemethylamine